OCC=1N=C(SC1)C1CCN(CC1)C(=O)O 4-(4-(hydroxymethyl)thiazol-2-yl)piperidine-1-carboxylic acid